N(=C=O)C1=C(C=C2CCCC2=C1)C1=CC(=NC=C1)OC 4-(6-isocyanato-2,3-dihydro-1H-inden-5-yl)-2-methoxypyridine